(2RS)-2-ethyl-2-methylpentanoic acid ethyl ester C(C)OC([C@](CCC)(C)CC)=O |r|